F[C@@H]1C[C@H](N2N=C(N=C21)C(=O)N(C)OC)C2=CC=CC=C2 trans-7-fluoro-N-methoxy-N-methyl-5-phenyl-6,7-dihydro-5H-pyrrolo[1,2-b][1,2,4]triazole-2-carboxamide